2,4-Dibromo-5-methoxy-N-(2-methyl-1-(phenylamino)hex-2-yl)benzenesulfonamide tert-Butyl-N-[(1r,4r)-4-(2-oxopropyl)cyclohexyl]carbamate C(C)(C)(C)OC(NC1CCC(CC1)CC(C)=O)=O.BrC1=C(C=C(C(=C1)Br)OC)S(=O)(=O)NC(CNC1=CC=CC=C1)(CCCC)C